[Pt+2].C(C)[Si](C(C(=O)C1=CC=CC=C1)C(C)=O)(OC)OC.C(C)[Si](C(C(=O)C1=CC=CC=C1)C(C)=O)(OC)OC bis[2-(ethyldimethoxysilyl)1-phenyl-1,3-butanedione] platinum (II)